tert-Butyl (R)-(2-(2-(3-hydroxypyrrolidin-1-yl)-2-oxoethoxy)-ethyl)carbamate O[C@H]1CN(CC1)C(COCCNC(OC(C)(C)C)=O)=O